5-Bromo-4-chloropyrrolo[2,1-f][1,2,4]triazine BrC=1C=CN2N=CN=C(C21)Cl